C1(CC1)C=1C(=NC(=NC1)NC=1C(=NN(C1)C1CCN(CC1)C)C)NCCCN1CCN(CCC1=O)C 4-(3-((5-cyclopropyl-2-((3-methyl-1-(1-methylpiperidin-4-yl)-1H-pyrazol-4-yl)amino)pyrimidin-4-yl)amino)propyl)-1-methyl-1,4-diazepan-5-one